NC1(CCN(CC1)C(=O)OC(C)(C)C)CC(F)(F)F tert-butyl 4-amino-4-(2,2,2-trifluoroethyl)piperidine-1-carboxylate